4-(3,3-difluoroazetidin-1-yl)-6-(4-((6-methoxypyridin-3-yl)oxy)piperidin-1-yl)-5-methylpyrimidine FC1(CN(C1)C1=NC=NC(=C1C)N1CCC(CC1)OC=1C=NC(=CC1)OC)F